ClC1=CC(=C2C=NNC2=C1)C1(C[C@@H]2[C@@H](CN(C2)C(=O)OC(C)C)C1)O (3aR,5r,6aS)-isopropyl 5-(6-chloro-1H-indazol-4-yl)-5-hydroxyhexahydrocyclopenta[c]pyrrole-2(1H)-carboxylate